[Th].[Pd].[Ag] silver palladium thorium